C(CCC)C1=NN(C(N1CC1=CC(=C(C=C1)C=1C(=CC=CC1)S(=O)(=O)NC1=NOC(=C1C)C)COCC)=O)C1=C(C=CC=C1)C 4'-((3-butyl-1-(2-methylphenyl)-5-oxo-1,5-dihydro-4H-1,2,4-triazol-4-yl)methyl)-N-(4,5-dimethylisoxazol-3-yl)-2'-(ethoxymethyl)-[1,1'-biphenyl]-2-sulfonamide